O=C1N(CCC1)C1=CC=C(C=C1)C=1C=C(C=NC1)C1=C2C(=NC=C1)NC(=C2)C(=O)NC2C(C2)C2=CC=CC=C2 4-(5-(4-(2-oxopyrrolidin-1-yl)phenyl)pyridin-3-yl)-N-(2-phenylcyclopropyl)-1H-pyrrolo[2,3-b]pyridine-2-carboxamide